3-chloro-1-((4,4-difluorocyclohexyl)methyl)-4-methyl-1H-pyrazole ClC1=NN(C=C1C)CC1CCC(CC1)(F)F